N-[(2,4-Difluorophenyl)methyl]-6-hydroxy-3-methyl-5,7-dioxo-2,3,5,7,11,11a-hexahydro[1,3]oxazolo[3,2-a]pyrido[1,2-d]pyrazine-8-carboxamide FC1=C(C=CC(=C1)F)CNC(=O)C=1C(C(=C2N(CC3N(C2=O)C(CO3)C)C1)O)=O